(E)-3-(3,5-dichloro-4-(2-fluoro-4-hydroxy-3-isopropylbenzyl)phenyl)-2-methylacrylic acid ClC=1C=C(C=C(C1CC1=C(C(=C(C=C1)O)C(C)C)F)Cl)/C=C(/C(=O)O)\C